2,2'-azobis[2-(2-imidazolin-2-yl)propane] disulfate S(=O)(=O)(O)OS(=O)(=O)O.N(=NC(C)(C)C=1NCCN1)C(C)(C)C=1NCCN1